COC1=C(C=C(C(=C1)[N+](=O)[O-])S(=O)(=O)O)N1[NH2+]C=NN1C1=C(C=C(C(=C1)S(=O)(=O)O)[N+](=O)[O-])OC 2,3-bis[2-Methoxy-4-nitro-5-sulfophenyl]-2H-tetrazolium